C1(=CC=CC=C1)[C@H]([C@H]1CNC2=CC=CN=C2C1)C1=C(C#N)C=CC=C1 [(S)-phenyl-[(3S)-1,2,3,4-tetrahydro-1,5-naphthyridin-3-yl]methyl]benzonitrile